(R)-7-(3,4-dimethylpiperazin-1-yl)-N-(2-methoxy-4-(2-methoxyethoxy)phenyl)quinolin-4-amine C[C@@H]1CN(CCN1C)C1=CC=C2C(=CC=NC2=C1)NC1=C(C=C(C=C1)OCCOC)OC